COC(=O)N[C@H](C(=O)N[C@@H](CC1=CC=C(C=C1)NS(=O)(=O)O)C=1N=C(SC1)C=1SC=CC1)CC1=CC=CC=C1 4-{(S)-2-[(S)-2-(methoxycarbonylamino)-3-phenylpropionylamino]-2-[2-(thiophen-2-yl)thiazol-4-yl]ethyl}phenylaminosulfonic acid